N-((1-(3-(Trifluoromethoxy)phenyl)-1H-1,2,3-triazol-4-yl)methyl)-2-(trifluoromethyl)pyridin-4-amine FC(OC=1C=C(C=CC1)N1N=NC(=C1)CNC1=CC(=NC=C1)C(F)(F)F)(F)F